ClC1=NC(=CC(=C1)C(C1=CC(=NC=C1)C)(F)F)Cl 2,6-Dichloro-4-[difluoro-(2-methyl-4-pyridyl)methyl]pyridine